O=C1NC(CCC1C1=C(C=C(C=C1)N1CCN(CC1)CC1CCC(CC1)N1N=C2C=C(C(=CC2=C1)C(=O)NC1=CN=C2N1N=CC=C2)OC)C)=O 2-((1r,4r)-4-((4-(4-(2,6-Dioxopiperidin-3-yl)-3-methylphenyl)piperazin-1-yl)methyl)cyclohexyl)-N-(imidazo[1,2-b]pyridazin-3-yl)-6-methoxy-2H-indazole-5-carboxamide